OC1=C(C(=CC(=C1)C)C)C1=CC=C(N=N1)N1CCC[C@@H]2CCNC([C@H]12)=O |r| rac-(4aR,8aR)-1-[6-(2-hydroxy-4,6-dimethyl-phenyl)pyridazin-3-yl]-2,3,4,4a,5,6,7,8a-octahydro-1,7-naphthyridin-8-one